FC(C(=O)O)(F)F.CC=1C=C(C=NC1)N1CCNCC1 1-(5-methylpyridin-3-yl)piperazine 2,2,2-trifluoroacetate